7-methyl-1-(2,2,2-trifluoroethyl)-1H-indazole-3-carboxylic acid CC=1C=CC=C2C(=NN(C12)CC(F)(F)F)C(=O)O